5-fluoro-3-((5-nitrofuran-2-yl)methyl)-1-(tetrahydrofuran-2-yl)pyrimidine-2,4(1H,3H)-dione FC=1C(N(C(N(C1)C1OCCC1)=O)CC=1OC(=CC1)[N+](=O)[O-])=O